methyl 2-chloro-7-isopropyl-[1,2,4]triazolo[1,5-a]pyrimidine-6-carboxylate ClC1=NN2C(N=CC(=C2C(C)C)C(=O)OC)=N1